FC1=C(N)C=C(C(=C1)C=1C=NC(=CC1)F)C 2-Fluoro-4-(6-fluoropyridin-3-yl)-5-methylaniline